2-{2-[(7,8-difluoro-2-methyl-3-quinolyl)oxy]-6-fluorophenyl}propan-2-ol FC1=CC=C2C=C(C(=NC2=C1F)C)OC1=C(C(=CC=C1)F)C(C)(C)O